tert-butyl (1-((1R,2S)-2-(4-bromophenyl)cyclopropoxy)-3-hydroxypropan-2-yl)carbamate BrC1=CC=C(C=C1)[C@H]1[C@@H](C1)OCC(CO)NC(OC(C)(C)C)=O